tert-butyl-(S)-3-(hydroxymethyl)piperazine C(C)(C)(C)N1C[C@H](NCC1)CO